C1NCC12CN(CC2)C2=C(C(N(C1=CC=CC=C21)C)=O)C#N 4-(2,6-Diazaspiro[3.4]oct-6-yl)-1-methyl-2-oxo-1,2-dihydroquinoline-3-carbonitrile